2,3,5,6-tetrafluoro-N-((4-(trifluoromethyl)pyridin-3-yl)methyl)benzenesulfonamide FC1=C(C(=C(C=C1F)F)F)S(=O)(=O)NCC=1C=NC=CC1C(F)(F)F